C[C@H]1N(CCC(C1)C1=CC2=C(N(C(O2)=O)C)C=C1)C(=O)NCCCCC1=CC=CC=C1 (2R)-2-Methyl-4-(3-methyl-2-oxo-1,3-benzoxazol-6-yl)-N-(4-phenylbutyl)piperidine-1-carboxamide